4-((5-(2-(cyclopropanecarboxamido)isonicotinamido)nicotinamido)methyl)piperidine-1-carboxylic acid tert-butyl ester C(C)(C)(C)OC(=O)N1CCC(CC1)CNC(C1=CN=CC(=C1)NC(C1=CC(=NC=C1)NC(=O)C1CC1)=O)=O